FC(OC1=NC=C(C(=C1)C1=NN(C2=C1N=NC(=C2)C(=O)NC2(CCS(CC2)(=O)=O)C)C(C)C)F)F 3-(2-(difluoromethoxy)-5-fluoropyridin-4-yl)-1-isopropyl-N-(4-methyl-1,1-dioxidotetrahydro-2H-thiopyran-4-yl)-1H-pyrazolo[4,3-c]pyridazine-6-carboxamide